CN(CC(=O)O)C(=O)OC(C)(C)C methyl(tert-butoxycarbonyl)glycine